Cl.C(C)N(C)C=NC1=C(C(=C(C(=O)OCC2=CC(=CC=C2)C(F)(F)F)C=C1)C)C 3-(trifluoromethyl)benzyl 4-(((ethyl(methyl)amino)methylene)amino)-2,3-dimethylbenzoate hydrochloride